N1(N=CC=C1)CCOC1=C2C(=NC(=C1)Cl)C1(OCC2)COCC1 4'-(2-(1H-pyrazol-1-yl)ethoxy)-2'-chloro-4,5,5',6'-tetrahydro-2H-spiro[furan-3,8'-pyrano[3,4-b]pyridine]